4-hydroxy-N-Boc-piperidine CC(C)(C)OC(=O)N1CCC(CC1)O